[Mn].[Cr].[Fe] iron-chromium-manganese